ClC=1C(=NC(=NC1)NC1CCOCC1)C1=CC=C2CN(C(C2=C1)=O)CC(=O)N[C@H](C)C1=NC(=CC=C1)C 2-(6-{5-chloro-2-[(oxacyclohex-4-yl)amino]pyrimidin-4-yl}-1-oxo-2,3-dihydro-1H-isoindol-2-yl)-N-[(1R)-1-(6-methylpyridin-2-yl)ethyl]acetamide